(8Z)-8-tetradecen-1-ol acetate C(C)(=O)OCCCCCCC\C=C/CCCCC